(2S)-3-cyclobutyl-2-{[1-cyclopentyl-5-(2,6-dimethoxyphenyl)-1H-pyrazol-3-yl]formamido}propanoic acid C1(CCC1)C[C@@H](C(=O)O)NC(=O)C1=NN(C(=C1)C1=C(C=CC=C1OC)OC)C1CCCC1